C(C)(C)C1=C(NC2=CC=C(C=C12)C1CCNCC1)C1=CC=2N(C=C1)N=NN2 7-(3-isopropyl-5-(piperidin-4-yl)-1H-indol-2-yl)tetrazolo[1,5-a]pyridine